1-(6-p-toluenesulfonylimidazo[4,5-d]pyrrolo[2,3-b]pyridin-1(6H)-yl) piperidin-4-ylmethylsulfonate N1CCC(CC1)CS(=O)(=O)ON1C=NC=2C1=C1C(=NC2)N(C=C1)S(=O)(=O)C1=CC=C(C)C=C1